C(NC(=O)C=1N=NC(=CC1NC1=NC=CC=2C=3C([C@H](N(C12)C)C)=NN(N3)C)NC3=NC=C(C=C3)N3CCOCC3)([2H])([2H])[2H] |o1:18| rel-(R)-N-(methyl-d3)-6-((5-morpholinopyridin-2-yl)amino)-4-((2,4,5-trimethyl-4,5-dihydro-2H-[1,2,3]triazolo[4,5-c][1,7]naphthyridin-6-yl)amino)pyridazine-3-carboxamide